4-[(3-bromophenyl)amino]-6,7-dimethoxyquinoline BrC=1C=C(C=CC1)NC1=CC=NC2=CC(=C(C=C12)OC)OC